1-aminoethyl-amino-9,10-anthraquinone NC(C)C1=C(C=2C(C3=CC=CC=C3C(C2C=C1)=O)=O)N